[K].C(C)#N.C(C)#N diacetonitrile mono-potassium salt